(3aS,4R,6S,7R,7aR)-6-methoxy-3a,4,5,6,7,7a-hexahydro-1H-4,7-methanoindene CO[C@H]1C[C@@H]2[C@H]3C=CC[C@H]3[C@H]1C2